C1(=CC=CC=C1)NC(=O)N[C@@H](CC1=CC=CC=C1)C(=O)O N-(phenylaminocarbonyl)-phenylalanine